bis(aminophenyl)phenylphosphine oxide NC1=C(C=CC=C1)P(C1=CC=CC=C1)(C1=C(C=CC=C1)N)=O